2-((4-(2-(4-chloro-2-fluorophenyl)-2H-chromen-8-yl) piperidin-1-yl) methyl)-3-((1-(fluoromethyl) cyclopropyl) methyl)-3H-imidazo[4,5-b]pyridine-5-carboxylate ClC1=CC(=C(C=C1)C1OC2=C(C=CC=C2C=C1)C1CCN(CC1)CC1=NC=2C(=NC(=CC2)C(=O)[O-])N1CC1(CC1)CF)F